dimethyl-2-fluoromalonate COC(C(C(=O)OC)F)=O